4-(6-(5-Fluoro-2-hydroxyphenyl)-6-(1-methyl-2-oxo-1,2-dihydropyridin-3-yl)hex-1,3-diyn-1-yl)-1H-pyrrole FC=1C=CC(=C(C1)C(CC#CC#CC=1C=CNC1)C=1C(N(C=CC1)C)=O)O